2-Ethyl-5-(4-fluorophenyl)-4-hydroxy-N-[4-[(7-methoxy-1,5-naphthyridin-4-yl)oxy]phenyl]-6-methylpyridine-3-carboxamide C(C)C1=NC(=C(C(=C1C(=O)NC1=CC=C(C=C1)OC1=CC=NC2=CC(=CN=C12)OC)O)C1=CC=C(C=C1)F)C